CC1=CC(=NN1C1=CC2=CC=CC=C2C=C1)OCCN1CCNCC1 1-(2-{[5-methyl-1-(naphthalen-2-yl)pyrazol-3-yl]oxy}ethyl)piperazine